Cl.COC1=CC2=C(N(N=N2)C=2C=C(C=CC2)CCN)C=C1 2-(3-(5-methoxy-1H-benzo[d][1,2,3]triazol-1-yl)phenyl)ethan-1-amine hydrochloride